2-Acetamido-2-deoxy-3,4,6-tri-O-acetyl-α-D-glucopyranosyl chloride C(C)(=O)N[C@H]1[C@H](O[C@@H]([C@H]([C@@H]1OC(C)=O)OC(C)=O)COC(C)=O)Cl